tert-Butyl (S)-2-(aminooxy)-2-((R)-6-(1-(3-((tert-butoxycarbonyl)amino)propyl)-1H-pyrazol-4-yl)chroman-2-yl)propanoate NO[C@@](C(=O)OC(C)(C)C)(C)[C@@H]1OC2=CC=C(C=C2CC1)C=1C=NN(C1)CCCNC(=O)OC(C)(C)C